O1CCN(CC1)CCN(C(/C=C/C(=O)OCC)=O)C=1SC=CN1 (E)-ethyl 4-((morpholinoethyl)(thiazol-2-yl)amino)-4-oxobut-2-enoate